N-[(1S)-1-[3-(6-chloropyridin-3-yl)phenyl]ethyl]-2-methyl-6-(3-methyl-1-benzofuran-5-yl)pyrimidin ClC1=CC=C(C=N1)C=1C=C(C=CC1)[C@H](C)N1C(N=CC=C1C=1C=CC2=C(C(=CO2)C)C1)C